OCCCN1N=CC(=C1)C(=O)O 1-(3-hydroxypropyl)-1H-pyrazole-4-carboxylic acid